FC(C(=O)N[C@@H]1[C@H](N(C(C1)=O)C=1C=C2C=NN(C2=CC1)C1=CC=C(C=C1)F)C1=C(C=CC(=C1)OC)F)(C)F 2,2-difluoro-N-[(2R,3S)-2-(2-fluoro-5-methoxy-phenyl)-1-[1-(4-fluorophenyl)indazol-5-yl]-5-oxo-pyrrolidin-3-yl]propanamide